P([O-])([O-])N (Rp)-Phosphoramidite